C(CCCCCCCCCCCCCCCC)(=O)OCC(O)CO glyceryl margarate